thiazole acrylate C(C=C)(=O)O.S1C=NC=C1